NC1=CC=C(C=C1)C1=NC=C(C=N1)N 2-(4-aminophenyl)-5-aminopyrimidine